1,3-bis(di-tert-butylphosphinomethyl)benzene C(C)(C)(C)P(C(C)(C)C)CC1=CC(=CC=C1)CP(C(C)(C)C)C(C)(C)C